C1(=CC=CC=C1)CO[C@H]1[C@@H]2O[C@@H]2CC1 |o1:8,9,11| rel-(1r,2r,5r)-2-phenylmethoxy-6-oxabicyclo[3.1.0]hexane